ClC1=CC(=C(C=N1)C#CC1(COCC1)O)F 3-((6-chloro-4-fluoropyridin-3-yl)ethynyl)tetrahydrofuran-3-ol